FC1=NC(=CC=C1C=1CCN(CC1)CC1=CC=C2C(N(C(NC2=C1)=O)C)=S)C(=O)NC 2-fluoro-N-methyl-1'-((3-methyl-2-oxo-4-thioxo-1,2,3,4-tetrahydroquinazolin-7-yl)methyl)-1',2',3',6'-tetrahydro-[3,4'-bipyridine]-6-carboxamide